C(C)(C)(C)OC(=O)N1CC2CCC(C1)C21C(C(C1)C1N2C(C3=CC=CC=C13)=CN=C2)O tert-Butyl-2'-hydroxy-3'-(5H-imidazo[5,1-a]isoindol-5-yl)-3-azaspiro[bicyclo[3.2.1]octan-8,1'-cyclobutan]-3-carboxylat